ClC=1C=C(C=2N(N1)C=CN2)[C@@H]2[C@H](C2)C=2C=CC1=C(C(=NO1)C(F)(F)F)C2 5-((1S,2S)-2-(6-chloroimidazo[1,2-b]pyridazin-8-yl)cyclopropyl)-3-(trifluoromethyl)benzo[d]isoxazole